C(C=C)(=O)OCCOC1=C(C=C(C=C1)C1(C2=CC=CC=C2C=2C=CC=CC12)C1=CC(=C(C=C1)OCCOC(C=C)=O)CC)CC 9,9-bis(4-Acryloxyethoxy-3-ethylphenyl)fluorene